C12NCC(C1)(C2)CN(C(OCC2=CC=CC=C2)=O)C benzyl N-(2-azabicyclo[2.1.1]hexan-4-ylmethyl)-N-methyl-carbamate